CN(C(CCCCCCC\C=C/CCCCCCCC)=O)CC(=O)O [(9Z)-N-Methyloctadec-9-en-amido]acetic acid